C(C)(C)(C)C1CCC(CC1)OC1=C(OC2(CC2)C(=O)NS(=O)(=O)C2=NC(=CC=C2)N2C[C@H](CC2)O)C=C(C=C1)C (S)-1-(2-((4-(tert-Butyl)cyclohexyl)oxy)-5-methylphenoxy)-N-((6-(3-hydroxypyrrolidin-1-yl)pyridin-2-yl)sulfonyl)cyclopropancarboxamid